4-cyclopropoxy-N-(2,6-dichlorophenyl)-2-[(1-{2-methyl-2-azaspiro[3.3]heptan-6-yl}-1H-pyrazol-4-yl)amino]pyrimidine-5-carboxamide C1(CC1)OC1=NC(=NC=C1C(=O)NC1=C(C=CC=C1Cl)Cl)NC=1C=NN(C1)C1CC2(CN(C2)C)C1